NCC(CN1N=CN(C1=O)C1=C(C=C(C=C1)C=1C=NC(=CC1)C(F)(F)F)F)=C(F)F 2-[2-(aminomethyl)-3,3-difluoro-allyl]-4-[2-fluoro-4-[6-(trifluoromethyl)-3-pyridyl]phenyl]-1,2,4-triazol-3-one